BrC1=CC=C(C(=C1C(=O)NC1=CC(=C(C=C1)F)C(N)=O)F)C(F)(F)F 6-bromo-N-(3-carbamoyl-4-fluoro-phenyl)-2-fluoro-3-(trifluoromethyl)benzamide